1-(cyclohexylsulfonyl)piperidin C1(CCCCC1)S(=O)(=O)N1CCCCC1